4-(5-methyl-1H-pyrazol-1-yl)benzamide CC1=CC=NN1C1=CC=C(C(=O)N)C=C1